Br.FC(C1=CC=C(CN2C(NCC2)=N)C=C1)(F)F 1-(4-trifluoromethylbenzyl)imidazoline-2-imine hydrobromide